S1C=NC2=C1C=CC(=C2)CN(C(C(=O)O)=O)C(C)C2=CC=NC=C2 2-((benzo[d]thiazol-5-ylmethyl)(1-(pyridin-4-yl)ethyl)amino)-2-oxoacetic acid